FC=1C(=CC(=C(C(=O)NC=2C=NC(=CC2C)OC)C1)O[C@@H](C)CCC)N1N=C2N(CCCC2)C1=O 5-fluoro-N-(6-methoxy-4-methylpyridin-3-yl)-4-(3-oxo-5,6,7,8-tetrahydro[1,2,4]triazolo[4,3-a]pyridin-2(3H)-yl)-2-[(2S)-pent-2-yloxy]benzamide